2,7-diisooctylfluoren C(CCCCC(C)C)C1=CC=2CC3=CC(=CC=C3C2C=C1)CCCCCC(C)C